2-(4,6-diphenyl-1,3,5-triazine-2-yl)-5-[2-(2-ethylhexanoyloxy)ethoxy]-phenol C1(=CC=CC=C1)C1=NC(=NC(=N1)C1=CC=CC=C1)C1=C(C=C(C=C1)OCCOC(C(CCCC)CC)=O)O